FC1(CCC(CC1)C=1C=2N(N=CC1)C(C(=C(N2)C)C)=O)F 9-(4,4-difluorocyclohexyl)-2,3-dimethyl-pyrimido[1,2-b]pyridazin-4-one